(2S,3R)-3-[(2-aminopyridin-4-yl)methyl]-1-{[(1R)-1-cyclohexylethyl]carbamoyl}-4-oxoazetidine-2-carboxylic acid hydrochloride Cl.NC1=NC=CC(=C1)C[C@@H]1[C@H](N(C1=O)C(N[C@H](C)C1CCCCC1)=O)C(=O)O